COC(=O)N1CCC(CC1)C 4-methyl-piperidine-1-carboxylic acid methyl ester